C(=C)C1=CC=C(C=C1)S(=O)(=O)[O-].C[N+]1=CNC=C1 3-methyl-1H-imidazolium 4-vinylbenzenesulfonate